ClC(CN(C)C)(N(C)C)C1=C(C=CC=C1)C.[Ni+2] nickel (II) chloro(2-methylphenyl)(N,N'-tetramethyl-1,2-ethylenediamine)